FC(C=1C(=C(C=NC1)NCC=1C=C2N=CC=NC2=CC1F)N1CCNCC1)F 5-(difluoromethyl)-N-((7-fluoroquinoxalin-6-yl)methyl)-4-(piperazin-1-yl)pyridin-3-amine